[O-2].[Al+3].[Si+4] Silicon-aluminum oxide